N(=NCC(C)C=1N(CCN1)CCO)CC(C)C=1N(CCN1)CCO azobis{2-[1-(2-hydroxyethyl)-2-imidazolin-2-yl]propane}